rac-(3aR,9bR)-7-methoxy-8-(3-methoxypropoxy)-3,3-dimethyl-2,3,3a,9b-tetrahydrofuro[3,2-c]isoquinoline COC=1C(=CC=2[C@@H]3[C@H](N=CC2C1)C(CO3)(C)C)OCCCOC |r|